6,7,8,9-tetrahydro-5H-carbazole-1-carboxamide C1(=CC=CC=2C=3CCCCC3NC12)C(=O)N